2-[3-(4-chloro-3-fluorophenyl)-1-ethyl-1H-1,2,4-triazol-5-yl]-N-{pyrazolo[1,5-a]pyridin-3-yl}acetamide ClC1=C(C=C(C=C1)C1=NN(C(=N1)CC(=O)NC=1C=NN2C1C=CC=C2)CC)F